NC1=C(C=CC=C1)NC(CCCCC(C(NC=1C=CC=C2C=CC=NC12)=O)NC(OC)=O)=O methyl (7-((2-aminophenyl)amino)-1,7-dioxo-1-(quinolin-8-ylamino)heptan-2-yl)carbamate